OC(C1CC2(CN(C2)C(=O)OC(C)(C)C)C1)C1=CC=CC=C1 tert-Butyl 6-(hydroxy(phenyl)methyl)-2-azaspiro[3.3]heptane-2-carboxylate